FC1=CC=C(C2=C1N=C(S2)NC(=O)C2N(CCCC2)C(=O)OC(C)(C)C)F tert-butyl 2-[(4,7-difluoro-1,3-benzothiazol-2-yl)carbamoyl]piperidine-1-carboxylate